C(C1=CC=CC=C1)N1CC2=C(N=C(N=C2O)O)CC1 6-benzyl-5,6,7,8-tetrahydropyrido[4,3-d]pyrimidine-2,4-diol